4,5-dihydro-5,5-dimethyl-isoxazole 4-quinolyl-acetate N1=CC=C(C2=CC=CC=C12)CC(=O)O.CC1(CC=NO1)C